BrCC1=C(C(=CC=C1)CBr)F 1,3-bis(bromomethyl)-2-fluorobenzene